ClC1=C(C=CC=C1)[C@@H](C)OC(=O)NC=1C(=NSC1C1=CC=C(O[C@@H]2C[C@H](CCC2)C(=O)O)C=C1)C (1S,3S)-3-{4-[4-({[(1R)-1-(2-chlorophenyl)ethoxy]carbonyl}amino)-3-methyl-1,2-thiazol-5-yl]phenoxy}cyclohexane-1-carboxylic acid